C[C@H]1CN(C[C@H](N1)C)C1=CC=C(N=N1)C1=NC=C(C=C1O)C=1C=NC=2N(C1)C=C(N2)C 2-{6-[(3S,5R)-3,5-dimethylpiperazin-1-yl]pyridazin-3-yl}-5-(2-methylimidazo[1,2-a]pyrimidin-6-yl)pyridin-3-ol